N-[[(2R,5S)-2-[4-(2-chlorophenoxy)phenyl]-3-oxo-1,4-thiazepan-5-yl]methyl]pyrimidine-2-carboxamide ClC1=C(OC2=CC=C(C=C2)[C@H]2SCC[C@H](NC2=O)CNC(=O)C2=NC=CC=N2)C=CC=C1